C(C)(C)OC(CCCCCCCCCCCCCCC)=O Isopropyl-palmitat